3,5-bis-trifluoromethyl-benzyl bromide FC(C=1C=C(CBr)C=C(C1)C(F)(F)F)(F)F